(9S)-9-hydroxy-4-thia-2,12-diazatricyclo[7.3.0.03,7]dodeca-1,3(7),5-trien-8-one O[C@@]12C(C=3C=CSC3N=C2NCC1)=O